methyl-(4-chlorophenyl)trimethylsilane CC[Si](C)(C)C1=CC=C(C=C1)Cl